CC=1N(C2=NC(=NC(=C2N1)C=1C=NC(=NC1)N)N1CCOCC1)C(C)C 5-[8-methyl-9-(1-methylethyl)-2-(4-morpholinyl)-9H-purin-6-yl]2-pyrimidinamine